4-[[5-(3-ethyl-1,2,4-oxadiazol-5-yl)-4-[[(1S)-2-hydroxy-1-phenyl-ethyl]amino]pyrimidin-2-yl]amino]-N,N-dimethyl-benzamide C(C)C1=NOC(=N1)C=1C(=NC(=NC1)NC1=CC=C(C(=O)N(C)C)C=C1)N[C@H](CO)C1=CC=CC=C1